chloro-N-(5-(ethylsulfanyl)-1,3,4-thiadiazol-2-yl)-5'-methoxy-6-methyl-[4,4'-bipyridine]-3-carboxamide ClC1=NC(=CC(=C1C(=O)NC=1SC(=NN1)SCC)C1=CC=NC=C1OC)C